1-{3,5-difluoro-4-[(1-{[2-(trimethylsilyl)ethoxy]methyl}-1H-pyrrolo[2,3-b]pyridin-4-yl)oxy]phenyl}-3-[(3-fluorooxetan-3-yl)methyl]urea FC=1C=C(C=C(C1OC1=C2C(=NC=C1)N(C=C2)COCC[Si](C)(C)C)F)NC(=O)NCC2(COC2)F